(S)-4-((2-(3,5-dimethyl-1H-pyrazol-1-yl)ethyl)(4-(5,6,7,8-tetrahydro-1,8-naphthyridin-2-yl)butyl)amino)-2-((5-methoxypyrazin-2-yl)amino)butanoic acid CC1=NN(C(=C1)C)CCN(CC[C@@H](C(=O)O)NC1=NC=C(N=C1)OC)CCCCC1=NC=2NCCCC2C=C1